2,3-dimethyl-3-thiocyano-2-butanol CC(C)(C(C)(SC#N)C)O